CC1COC2=CC=CC=C2C1CS(=O)(=O)N (3-methylchroman-4-yl)methanesulfonamide